ClC=1C=CC(=NC1)OC1=C(C=C(C=C1C)NC(=O)C1(CC(C1)OC)C(=O)N)F ((4-((5-chloropyridin-2-yl)oxy)-3-fluoro-5-methylphenyl)carbamoyl)-3-methoxycyclobutane-1-carboxamide